CNC(O[C@@H]1CC[C@H](CC1)C(N(C1=NC=CC(=C1)C1=CN=C(S1)C1CC1)C[C@@H]1CC[C@H](CC1)C1=CC(=C(C=C1)OC)C#N)=O)=O trans-4-(((trans-4-(3-Cyano-4-methoxy-phenyl)cyclohexyl)-methyl)(4-(2-cyclopropylthiazol-5-yl)-pyridin-2-yl)carbamoyl)cyclohexyl methylcarbamate